rac-(3aR,5r,6aS)-5-(2-fluorobenzyl)-2-(2-hydroxy-2-(4-hydroxyphenyl)ethyl)octahydrocyclopenta[c]pyrrol-5-ol FC1=C(CC2(C[C@@H]3[C@@H](CN(C3)CC(C3=CC=C(C=C3)O)O)C2)O)C=CC=C1 |r|